(S)-2-(2,5-difluoro-4-(6-((5-(trifluoromethyl)thiazol-2-yl)methoxy)pyridin-2-yl)-benzyl)-4-methoxy-1-((oxetan-2-yl)methyl)-3-oxo-2,3-dihydro-1H-indazole-6-carboxylic acid FC1=C(CN2N(C3=CC(=CC(=C3C2=O)OC)C(=O)O)C[C@H]2OCC2)C=C(C(=C1)C1=NC(=CC=C1)OCC=1SC(=CN1)C(F)(F)F)F